2-cyclopentyl-4-phenylpyridine C1(CCCC1)C1=NC=CC(=C1)C1=CC=CC=C1